CN(CCCC(=O)OC(C(=O)OCCCCCCCCCCCCCCCC)CCC(=O)OCCCCCCCCCCCCCCCC)C Dihexadecyl 2-((4-(dimethylamino)butanoyl)oxy)pentanedioate